(3,5-di-tert-butyl-4-hydroxyphenyl)octadecanol propionate C(CC)(=O)OC(CCCCCCCCCCCCCCCCC)C1=CC(=C(C(=C1)C(C)(C)C)O)C(C)(C)C